BrC1=CC(=C(C=C1)CC(=O)NC1=CC(=NN1C1=CC=C(C=C1)C(C)C)C(C)(C)C)F 2-(4-bromo-2-fluorophenyl)-N-{3-tert-butyl-1-[4-(propan-2-yl)phenyl]-1H-pyrazol-5-yl}acetamide